CC1=C(C=CC(=C1C)[N+](=O)[O-])C1=CC=C(O1)C=C1C(C2=CC=CC=C2C1=O)=O 2-[[5-(2,3-Dimethyl-4-nitrophenyl)-2-furanyl]methylene]-1H-indene-1,3(2H)-dione